C(C)(=O)N1CC(CC1)(OC)C1=CC=2C(=C(N=NC2N[C@H](C)C2=C(C(=CC=C2)C(F)F)F)C)N(C1=O)C 3-(1-acetyl-3-methoxypyrrolidin-3-yl)-5-(((R)-1-(3-(difluoromethyl)-2-fluorophenyl)ethyl)amino)-1,8-dimethylpyrido[2,3-d]pyridazin-2(1H)-one